FC1=CC(=C(C=C1)N1CN(C(C2=CC=C(C=C12)C#N)=O)C1=CNC(C=C1)=O)OC 1-(4-fluoro-2-methoxyphenyl)-4-oxo-3-(6-oxo-1,6-dihydropyridin-3-yl)-1,2,3,4-tetrahydroquinazoline-7-carbonitrile